The molecule is a gallate ester obtained by formal condensation of the carboxy group of gallic acid with the (3S)-hydroxy group of procyanidin B3. It has a role as a metabolite. It is a gallate ester, a proanthocyanidin, a polyphenol and a biflavonoid. It derives from a gallic acid and a procyanidin B3. C1[C@@H]([C@H](OC2=C1C(=CC(=C2[C@H]3[C@@H]([C@H](OC4=CC(=CC(=C34)O)O)C5=CC(=C(C=C5)O)O)OC(=O)C6=CC(=C(C(=C6)O)O)O)O)O)C7=CC(=C(C=C7)O)O)O